(1S,5R)-1-(2-chloro-4-fluorophenyl)-3-(4-(6-methoxypyridin-3-yl)-5-(((tetrahydro-2H-pyran-4-yl)oxy)methyl)-4H-1,2,4-triazol-3-yl)-3-azabicyclo[3.1.0]hexane ClC1=C(C=CC(=C1)F)[C@]12CN(C[C@@H]2C1)C1=NN=C(N1C=1C=NC(=CC1)OC)COC1CCOCC1